OC(C(=O)[O-])(CCCCCCCCCCCCCCCC)O.[Mg+2].OC(C(=O)[O-])(CCCCCCCCCCCCCCCC)O magnesium dihydroxystearate